OC1=C2C=CC(C(=C3C=CC(=C(C=4C=CC(=C(C5=CC=C1N5)O)N4)O)N3)O)=N2.[Co] cobalt tetrahydroxyporphyrin